3-cyano-N-(6-(2-hydroxypropan-2-yl)-2-((1R,3R)-3-(piperazin-1-yl)cyclobutyl)-2H-indazol-5-yl)pyrrolo[1,2-b]pyridazine-7-carboxamide C(#N)C1=CC=2N(N=C1)C(=CC2)C(=O)NC2=CC1=CN(N=C1C=C2C(C)(C)O)C2CC(C2)N2CCNCC2